N-hydroxy-2-(4-(methyl-(2-methyl-4-quinazolinyl)amino)phenoxy)acetamide ONC(COC1=CC=C(C=C1)N(C1=NC(=NC2=CC=CC=C12)C)C)=O